3-(2-(7-ethoxy-6-methoxy-2-(morpholine-4-carbonyl)-1,2,3,4-tetrahydroisoquinolin-1-yl)ethyl)-1H-indole-5-carbonitrile C(C)OC1=C(C=C2CCN(C(C2=C1)CCC1=CNC2=CC=C(C=C12)C#N)C(=O)N1CCOCC1)OC